C1=CC=CC=2C3=C(C=CC12)C1=CC=CC=C1C=C3 naphthonaphthalene